FC1(C[C@H](N(C1)C)C1=NC(=NO1)C1=NC=C(C=C1)C#CC1=NC=CC=C1)F (S)-5-(4,4-difluoro-1-methylpyrrolidin-2-yl)-3-(5-(pyridin-2-ylethynyl)pyridin-2-yl)-1,2,4-oxadiazole